3-(((3-(diethylamino)propoxy)carbonyl)oxy)pentadecyl-6,6-bis((2-propylpentyl)oxy)hexanoate C(C)N(CCCOC(=O)OC(CCOC(CCCCC(OCC(CCC)CCC)OCC(CCC)CCC)=O)CCCCCCCCCCCC)CC